C(C)C(COP(=O)(CC(CCCC)CC)CC(CCCC)CC)CCCC bis(2-ethylhexyl)phosphinic acid 2-ethylhexyl ester